(cyclopropylamino)-8-(4-(difluoromethoxy)phenyl)-6-(1-(3-hydroxy-3-methylbutyl)-1H-pyrazol-4-yl)pteridin-7(8H)-one C1(CC1)NC1=NC=2N(C(C(=NC2C=N1)C=1C=NN(C1)CCC(C)(C)O)=O)C1=CC=C(C=C1)OC(F)F